(3R,4R,5S,6S)-6-methyltetrahydro-2H-pyran-2,3,4,5-tetrayl tetraacetate C(C)(=O)OC1O[C@H]([C@@H]([C@H]([C@H]1OC(C)=O)OC(C)=O)OC(C)=O)C